C(C1=CC=CC=C1)N1C[C@@H]2CC[C@H](C1)C2\C=N\[S@](=O)C(C)(C)C (R)-N-{(E)-[(1R,5S,8R)-3-benzyl-3-azabicyclo[3.2.1]oct-8-yl]methylene}-2-methylpropan-2-sulfinamide